C(CC)[C@@H]1CCCC=2N1N=C(N2)C(=O)N[C@H]2COC1=C(N(C2=O)C)C=CC=C1 |r| rac-(5R)-5-propyl-N-[rac-(3S)-5-methyl-4-oxo-2,3-dihydro-1,5-benzoxazepin-3-yl]-5,6,7,8-tetrahydro-[1,2,4]triazolo[1,5-a]pyridine-2-carboxamide